[Cl-].C(C)[N+](CC)(CC)CC(=O)NN N,N,N-triethyl-2-hydrazino-2-oxo-ethyl-ammonium chloride